2-hydroxy-6-(3-bromoanilino)purine OC1=NC(=C2NC=NC2=N1)NC1=CC(=CC=C1)Br